N-[(1R)-1-benzyl-2-(methylamino)-2-oxoethyl]-4-(2-methylpiperazin-1-yl)pyridine-3-carboxamide C(C1=CC=CC=C1)[C@H](C(=O)NC)NC(=O)C=1C=NC=CC1N1C(CNCC1)C